BrC=1C=CC(=NC1)OC1=CC2=C(N=C(S2)N)C=C1 6-[(5-bromo-2-pyridinyl)oxy]-1,3-benzothiazol-2-amine